1-allyl-5-bromo-3-methoxypyrazin-2(1H)-one C(C=C)N1C(C(=NC(=C1)Br)OC)=O